3,5-Bis(4-hydroxy-3-methoxybenzylidene)piperidin-4-one OC1=C(C=C(C=C2CNCC(C2=O)=CC2=CC(=C(C=C2)O)OC)C=C1)OC